O.O.O.Cl.C(C)(C)N(CCNC(=O)C=1N=C(SC1)NC(C1=C(C=C(C(=C1)OC)OC)O)=O)C(C)C N-[2-(di-isopropylamino)ethyl]-2-[(2-hydroxy-4,5-dimethoxybenzoyl)amino]-4-thiazolecarboxamide hydrochloride trihydrate